((S)-3-aminopyrrolidin-1-yl)((R)-1-(3,4-dichloro-5-fluoro-1H-indole-2-carbonyl)pyrrolidin-3-yl)methanone N[C@@H]1CN(CC1)C(=O)[C@H]1CN(CC1)C(=O)C=1NC2=CC=C(C(=C2C1Cl)Cl)F